C(C1=CC=CC=C1)C1=CC(=NO1)C(=O)N[C@H]1[C@H](CC2=C(N(C1=O)C)C=CC=C2)F 5-benzyl-N-((3R,4S)-4-fluoro-1-methyl-2-oxo-2,3,4,5-tetrahydro-1H-benzo[b]azepin-3-yl)isoxazole-3-carboxamide